[Br-].[Br-].C[N+]1(CC=C(C=C1)C1=CC=[NH+]C=C1)C 1,1-dimethyl-4,4-bipyridylium dibromide